CN1N=CC(=C1)C1=CC2=C(O[C@@H](CN2)[C@H](NCCC2=NC=CC=C2)C2=CC=CC=C2)N=C1 N-((R)-((S)-7-(1-methyl-1H-pyrazol-4-yl)-2,3-dihydro-1H-pyrido[2,3-b][1,4]oxazin-3-yl)(phenyl)methyl)-2-(pyridin-2-yl)ethanamine